C(C1=CC=CC=C1)CNCCC(C=C)=C 1-benzylmethylamino-3-methylenepent-4-ene